(1s,2r,5r)-3-(2-(6-(difluoromethyl)-1,2,3,4-tetrahydroisoquinolin-8-yl)ethyl)-5-(4-methyl-7H-pyrrolo[2,3-d]pyrimidin-7-yl)cyclopent-3-ene-1,2-diol FC(C=1C=C2CCNCC2=C(C1)CCC=1[C@H]([C@H]([C@@H](C1)N1C=CC2=C1N=CN=C2C)O)O)F